C1(CC1)C(=O)NC1=NC=C(C(=O)NC)C(=C1F)NC1=C(C(=CC=C1)C=1C=NN(C1)C)OC 6-(cyclopropanecarboxamido)-5-fluoro-4-((2-methoxy-3-(1-methyl-1H-pyrazol-4-yl)phenyl)amino)-N-methylnicotinamide